N1CC(C1)[C@@H]1CN(CCC1)C1CC(CC1)C(=O)O 3-((R)-3-(azetidin-3-yl)piperidin-1-yl)cyclopentane-1-carboxylic acid